Cl.CC1(C(NCC1)C(=O)O)C 3,3-dimethylpyrrolidine-2-carboxylic acid hydrochloride